FC(C(=O)OCC)=COC ethyl 2-fluoro-3-methoxyacrylate